Cl\C(\C=1C=C2CC[C@H](C2=CC1)NC(OC(C)(C)C)=O)=N/O tert-butyl (R,Z)-(5-(chloro(hydroxyimino)methyl)-2,3-dihydro-1H-inden-1-yl)carbamate